3-((e)-(2-(2-bromo-4,5-dihydroxybenzoyl)hydrazono)methyl)-3-methyl-7-oxo-4-thia-1-azabicyclo[3.2.0]heptane-2-carboxylic acid 4,4-dioxide BrC1=C(C(=O)N\N=C\C2(C(N3C(CC3S2(=O)=O)=O)C(=O)O)C)C=C(C(=C1)O)O